(2S)-2-[(tert-Butoxycarbonyl)amino]-3-(4-vinylphenyl)propionic acid C(C)(C)(C)OC(=O)N[C@H](C(=O)O)CC1=CC=C(C=C1)C=C